8-(4-Chloro-2-(difluoromethyl)phenyl)-4-fluoro-9-(4-((1-(3-fluoropropyl)azetidin-3-yl)methyl)phenyl)-6,7-dihydro-5H-benzo[7]annulen ClC1=CC(=C(C=C1)C=1CCCC2=C(C1C1=CC=C(C=C1)CC1CN(C1)CCCF)C=CC=C2F)C(F)F